(2-bromo-6-fluorophenyl)(cyclopropyl)methanol BrC1=C(C(=CC=C1)F)C(O)C1CC1